2-(trifluoromethoxy)-thiophenol FC(OC1=C(C=CC=C1)S)(F)F